[2-(2,2-dimethylpropyloxy-sulfonyl)ethylamino]ammonium chloride [Cl-].CC(COS(=O)(=O)CCN[NH3+])(C)C